C(C1=CC=CC=C1)OC(=O)NC=1C=C(C2=C(N(C(=N2)C)CC(=O)OC(C)(C)C)C1)C(NC1C(NC(CC1)=O)=O)=O tert-Butyl 2-(6-{[(benzyloxy)carbonyl]amino}-4-[(2,6-dioxopiperidin-3-yl)carbamoyl]-2-methyl-1H-1,3-benzodiazol-1-yl)acetate